BrC1=CC=C(C=C1)C12CN(CC2C1)C(=O)OC(C)(C)C tert-butyl 1-(4-bromophenyl)-3-aza-bicyclo[3.1.0]hexane-3-carboxylate